monopropylethanol C(CC)C(C)O